FC=1C=CC(=NC1)C1=NN2C(CO[C@](C2)(C(F)(F)F)C)=C1C1=C2C(=NC=C1)NN=C2 (R)-2-(5-Fluoropyridin-2-yl)-6-methyl-3-(1H-pyrazolo[3,4-b]pyridin-4-yl)-6-(trifluoromethyl)-6,7-dihydro-4H-pyrazolo[5,1-c][1,4]oxazine